C1(=CC=CC=C1)C=1N=C(NC1)C1N(CCCC1)C(CC=CC=C)=O 1-(2-(4-phenyl-1H-imidazol-2-yl)piperidin-1-yl)hexa-3,5-dien-1-one